C(C)(=O)OC1CC2=CC[C@H]3[C@@H]4CCC([C@@]4(C)CC[C@@H]3[C@]2(CC1)C)OC(CCCCC)=O 3-Acetoxy-17-Hexanoyloxy-5-Androstene